ethyl 10,11-dihydrobenzo[6,7]oxepino[3,2-c]pyridine-10-carboxylate C1=NC=CC2=C1CC(C1=C(O2)C=CC=C1)C(=O)OCC